6-(3,6-dihydro-2H-pyran-4-yl)-8-methyl-4-[[(1R)-1-[3-(trifluoromethyl)phenyl]ethyl]amino]pyrido[2,3-d]pyrimidin-7-one O1CCC(=CC1)C1=CC2=C(N=CN=C2N[C@H](C)C2=CC(=CC=C2)C(F)(F)F)N(C1=O)C